Cl.[N+](=O)([O-])C=1C=C(C=C(C1)C(F)(F)F)[C@@H](C=C)N (R)-1-(3-nitro-5-(trifluoromethyl)phenyl)propan-2-en-1-amine hydrochloride